S1C(=NC2=C1C=CC=C2)NC2=C(C1=C(N=N2)N(CCC1)C=1SC(=C(N1)C(=O)O)CCCOC1=C(C=C(C=C1)CCCN1CCN(CC1)C)F)C 2-[3-(1,3-benzothiazol-2-ylamino)-4-methyl-6,7-dihydro-5H-pyrido[2,3-c]pyridazin-8-yl]-5-[3-[2-fluoro-4-[3-(4-methylpiperazin-1-yl)propyl]phenoxy]propyl]thiazole-4-carboxylic acid